2,5-dioxopyrrolidin-1-yl 6-({2-[(α-L-fucopyranosyl)oxy] ethyl}amino)-6-oxohexanoate [C@@H]1([C@@H](O)[C@H](O)[C@H](O)[C@@H](O1)C)OCCNC(CCCCC(=O)ON1C(CCC1=O)=O)=O